4-methyldecane CC(CCC)CCCCCC